ClC=1C=CN2C=C(C=C2C1)C(=O)N(C)[C@H](C)C1=CNC(C2=CC(=C(C=C12)F)F)=O |r| Racemic-7-chloro-N-(1-(6,7-difluoro-1-oxo-1,2-dihydroisoquinolin-4-yl)ethyl)-N-methylindolizine-2-carboxamide